1-(3-fluoro-bicyclo[1.1.1]pentan-1-yl)-3,3-dimethylhex-5-en-1-one FC12CC(C1)(C2)C(CC(CC=C)(C)C)=O